C12CN(CC2C1)CCOC(C(F)(F)F)C1=CC=C(C=N1)C1=CC=2C3=C(N=NC2C=C1)N(C(N3C3CCOCC3)=O)C 8-(6-(1-(2-(3-azabicyclo[3.1.0]hexan-3-yl)ethoxy)-2,2,2-trifluoroethyl)pyridin-3-yl)-3-methyl-1-(tetrahydro-2H-pyran-4-yl)-1,3-dihydro-2H-imidazo[4,5-c]cinnolin-2-one